ClC1C=2N(C3=C(CC14OCCO4)C=CC=C3)C(=NN2)C2CCC(CC2)(CC)OCC chloro-1'-(trans-4-ethoxy-4-ethylcyclohexyl)-4'H,6'H-spiro[1,3-dioxolane-2,5'-[1,2,4]triazolo[4,3-a][1]benzazepine]